3-((6-(Bromomethyl)pyridin-3-yl)amino)piperidine-2,6-dione BrCC1=CC=C(C=N1)NC1C(NC(CC1)=O)=O